2-[trans-2-fluorocyclopropyl]sulfonylpyridine F[C@H]1[C@@H](C1)S(=O)(=O)C1=NC=CC=C1